(S)-2-Chloro-N-(1,2,3,4-tetrahydronaphthalen-1-yl)pyrido[3,2-d]pyrimidin-4-amine ClC=1N=C(C2=C(N1)C=CC=N2)N[C@H]2CCCC1=CC=CC=C21